6-(4-cyclopropylpiperazin-1-yl)-N,N-bis(4-methoxybenzyl)-3-(trifluoromethyl)imidazo[1,2-b]pyridazin-8-amine C1(CC1)N1CCN(CC1)C=1C=C(C=2N(N1)C(=CN2)C(F)(F)F)N(CC2=CC=C(C=C2)OC)CC2=CC=C(C=C2)OC